N-(1,3,4-thiadiazol-2-yl)-[2,2'-bipyridine]-6-carboxamide S1C(=NN=C1)NC(=O)C1=CC=CC(=N1)C1=NC=CC=C1